2-((2E,6E)-11,11-difluoro-3,7-dimethylundec-2,6,10-trien-1-yl)-5,6-dimethoxy-3-methylcyclohexa-2,5-diene-1,4-dione FC(=CCC/C(=C/CC/C(=C/CC=1C(C(=C(C(C1C)=O)OC)OC)=O)/C)/C)F